CC(C=[N+](CCCCCCCC)[O-])CCCCCCCCC 2-methyl-N-octylundecan-1-imine oxide